NC1=C(C=C(C=C1)C=1SC(=CC1)F)NC(C1=CC=C(C=C1)S(=O)(=O)C1CC1)=O rac-N-[2-amino-5-(5-fluoro-2-thienyl)phenyl]-4-(cyclopropylsulfonyl)benzamide